1,2,3-tris(cyanoethoxy)propane C(#N)CCOCC(COCCC#N)OCCC#N